FC1(CC(C(C1)(O)C)O)F 4,4-difluoro-1-methylcyclopentane-1,2-diol